Cl.Cl.ClC1=CC2=C(N(C(=N2)CO)CCC[C@H]2NCCC[C@@H]2O)C=C1Cl (2R,3S)-2-(3-(5,6-dichloro-2-(hydroxymethyl)-1H-benzo[d]imidazol-1-yl)propyl)piperidin-3-ol dihydrochloride